FC(C1=NC(=NO1)C1=CC2=C(CN(CC2)C(=O)OC2=CC=C(C=C2)C)S1)(F)F p-tolyl 2-(5-(trifluoromethyl)-1,2,4-oxadiazol-3-yl)-4,7-dihydrothieno[2,3-c]pyridine-6(5H)-carboxylate